6-bromo-1-[5-chloro-2-(difluoromethoxy)phenyl]-3-methyl-pyrazolo[4,3-b]pyridine BrC=1C=C2C(=NC1)C(=NN2C2=C(C=CC(=C2)Cl)OC(F)F)C